C1(CC1)[C@H](C(C)(C)O)N1C(C2=C(C=CC=C2C1)C1=CC=C(C=C1)C=1C=NSC1)=O (R)-2-(1-cyclopropyl-2-hydroxy-2-methylpropyl)-7-(4-(isothiazol-4-yl)phenyl)isoindolin-1-one